N1[C@H](CC1)COC=1C=NN(C1C1=CC=2N(C=C1)N=C(C2)NC(=O)[C@H]2[C@@H](C2)C)C (1R,2R)-N-(5-(4-(((R)-azetidin-2-yl)methoxy)-1-methyl-1H-pyrazol-5-yl)pyrazolo[1,5-a]pyridin-2-yl)-2-methylcyclopropane-1-carboxamide